C12C(CC(CC1)C2)NS(=O)(=O)C2=CC=1C(C3=CC(=CC=C3C1C=C2)S(=O)(=O)NC2C1CCC(C2)C1)=O N2,N7-di(bicyclo[2.2.1]heptan-2-yl)-9-oxo-9H-fluorene-2,7-disulfonamide